keto-L-gluconic acid O=C([C@@H](O)[C@H](O)[C@@H](O)[C@@H](O)CO)O